COC=1C=C2CCN(CC2=CC1OC)CCC1=CC=C(C=C1)NC(C1=C(C=CC=C1)NC(C1=CC=C(C=C1)C)=O)=O N-[4-[2-(6,7-dimethoxy-3,4-dihydro-1H-isoquinolin-2-yl)ethyl]phenyl]-2-[(4-methylbenzoyl)amino]benzamide